2,2-bis(2-propenylmethyl)butanolate C(C=C)CC(C[O-])(CC)CCC=C